6-phenyl-1,3,5-hexatriene p-toluenesulfonate CC1=CC=C(C=C1)S(=O)(=O)O.C1(=CC=CC=C1)C=CC=CC=C